tert-butyl N-(7-amino-2-tetrahydropyran-2-yl-pyrazolo[4,3-c]pyridin-4-yl)-N-tert-butoxycarbonyl-carbamate NC=1C=2C(C(=NC1)N(C(OC(C)(C)C)=O)C(=O)OC(C)(C)C)=CN(N2)C2OCCCC2